6-hydrazino-1-(4-methoxybenzyl)-1H-indazole N(N)C1=CC=C2C=NN(C2=C1)CC1=CC=C(C=C1)OC